C(C)(C)C1=CC(=NN1C)C(=O)N 5-isopropyl-1-methyl-1H-pyrazole-3-carboxamide